(3R,4S)-3-cyclopropyl-1-[3-fluoro-6-[1-(oxan-4-yl)pyrazol-4-yl]pyrazolo[1,5-a]pyrazin-4-yl]-4-methyl-2-oxopyrrolidine-3-carbonitrile C1(CC1)[C@]1(C(N(C[C@H]1C)C=1C=2N(C=C(N1)C=1C=NN(C1)C1CCOCC1)N=CC2F)=O)C#N